OC1COC2=C(O1)C=CC=C2N2CCNCC2 2-Hydroxy-5-(piperazin-1-yl)-2,3-dihydro-1,4-benzodioxine